2-((2-(4-(2-ethyl-2-hydroxybutoxy)pyridin-2-yl)-6,7-dihydro-5H-cyclopenta[d]pyrimidin-4-yl)(methyl)amino)-N-((1R,2S)-2-hydroxycyclopentyl)acetamide C(C)C(COC1=CC(=NC=C1)C=1N=C(C2=C(N1)CCC2)N(CC(=O)N[C@H]2[C@H](CCC2)O)C)(CC)O